C(C)N(CCCO)C 3-(ethyl-(methyl)amino)propan-1-ol